Tetrachloroethylene ClC(=C(Cl)Cl)Cl